FC=1C=C(C#N)C=CC1N1CC(N(C2(CC(C2)C2=NC(=NO2)C(C)O)C1=O)CC1=CC=C(C=C1)C(F)(F)F)=O 3-fluoro-4-((2r,4r)-2-(3-(1-hydroxyethyl)-1,2,4-oxadiazol-5-yl)-6,9-dioxo-5-(4-(trifluoromethyl)benzyl)-5,8-diazaspiro[3.5]nonan-8-yl)benzonitrile